O=C1NCC(C2=CC=C(C=C12)C=C)C(=O)O 1-oxo-7-vinyl-1,2,3,4-tetrahydroisoquinoline-4-carboxylic acid